C(C)(C)(C)C1(C(C=CC=C1)N=C=NC1C(C=CC=C1)(C(C)(C)C)C(C)(C)C)C(C)(C)C N,N'-bis(2,2-di-tert-butylphenyl)carbodiimide